Z-Threoninol C[C@H]([C@@H](CO)NC(=O)OCC1=CC=CC=C1)O